1-(3-chloro-2-fluorophenyl)cyclopropane-1-ol ClC=1C(=C(C=CC1)C1(CC1)O)F